1-((S)-7-(4-fluorobenzyl)-2-(p-tolyl)-2,3-dihydro-1H-pyrido[2,3-b][1,4]oxazin-1-yl)((2R,5R)-5-methyl-2-(((R)-3-methylmorpholino)methyl)piperazin-1-yl)ethan-1-one FC1=CC=C(CC2=CC3=C(OC[C@@H](N3C(CN3[C@H](CN[C@@H](C3)C)CN3[C@@H](COCC3)C)=O)C3=CC=C(C=C3)C)N=C2)C=C1